tert-butyl (2R,5S)-2,5-dimethyl-4-(5-vinyl-7H-pyrrolo[2,3-d]pyrimidin-4-yl)piperazine-1-carboxylate C[C@H]1N(C[C@@H](N(C1)C=1C2=C(N=CN1)NC=C2C=C)C)C(=O)OC(C)(C)C